FC(C1=NC=C(C(=O)Cl)C=C1)(F)F 6-(trifluoromethyl)nicotinoyl chloride